N-hydroxy-2-methyl-2-(methylsulfonyl)-4-(4-(4-(6-morpholinohex-1-yn-1-yl)phenyl)-3,6-dihydropyridin-1(2H)-yl)butanamide ONC(C(CCN1CCC(=CC1)C1=CC=C(C=C1)C#CCCCCN1CCOCC1)(S(=O)(=O)C)C)=O